2,4,6-Trimethylbenzenesulfonic acid 1-amino-3-bromo-5-methoxypyridin-1-ium salt N[N+]1=CC(=CC(=C1)OC)Br.CC1=C(C(=CC(=C1)C)C)S(=O)(=O)[O-]